α-D-Galactopyranosyl-(1→3)-β-D-galactopyranosyl-(1→4)-D-glucose [C@H]1([C@H](O)[C@@H](O)[C@@H](O)[C@H](O1)CO)O[C@@H]1[C@H]([C@@H](O[C@@H]([C@@H]1O)CO)O[C@@H]([C@@H]([C@H](C=O)O)O)[C@H](O)CO)O